4-(6-((4-methoxybenzyl)(methyl)amino)-3-(trifluoromethyl)pyridin-2-yl)cyclohexan-1-one COC1=CC=C(CN(C2=CC=C(C(=N2)C2CCC(CC2)=O)C(F)(F)F)C)C=C1